COC1=CC=C(C=C1)C1=C(C(=C(C(=C1C1=CC=C(C=C1)N)C1=CC=C(C=C1)OC)C1=CC=C(C=C1)OC)N)C1=CC=C(C=C1)OC tetrakis(4-methoxyphenyl)-[1,1'-biphenyl]-4,4'-diamine